C(C)(C)(C)N1N=NC(=C1)C(=O)NC1C2=C(CNCC1)C=C(C=C2)C2=NC(=NC=C2)NC=2C=NN(C2)C 1-(tert-butyl)-N-(8-(2-((1-methyl-1H-pyrazol-4-yl)amino)pyrimidin-4-yl)-2,3,4,5-tetrahydro-1H-benzo[c]azepin-5-yl)-1H-1,2,3-triazole-4-carboxamide